4-fluoro-3-methyl-1H-pyrrolo[2,3-b]pyridine-2-carboxylic acid FC1=C2C(=NC=C1)NC(=C2C)C(=O)O